FC(C(C(F)(F)I)(F)F)(C(F)(F)F)F nonafluorobutyliodine